3,3'-(anthracene-9,10-diyl)diacrylic acid C1=CC=CC2=C(C3=CC=CC=C3C(=C12)C=CC(=O)O)C=CC(=O)O